C1(CC1)N1CCN(CC1)C1=C(C=C(C(=C1)OC)C1=NC=C2C=C(C=3N(C2=C1)C=CN3)C3=C(C(=CC(=C3Cl)OC)OC)Cl)NC(C=C)=O N-(2-(4-Cyclopropylpiperazin-1-yl)-5-(4-(2,6-dichloro-3,5-dimethoxyphenyl)imidazo[1,2-a][1,6]naphthyridin-8-yl)-4-methoxyphenyl)acrylamide